1-(4-(7-oxa-2-azaspiro[3.5]nonan-2-yl)phenyl)-4-chloro-5-fluoro-1H-benzo[d][1,2,3]triazol-6-ol C1N(CC12CCOCC2)C2=CC=C(C=C2)N2N=NC1=C2C=C(C(=C1Cl)F)O